FC1=C(C(=O)NCCCCCCC(=O)NO)C=CC(=C1)NC1=NC=CC(=N1)NC1=C(C=CC=C1)N(S(=O)(=O)C)C 2-Fluoro-N-(7-(hydroxyamino)-7-oxoheptyl)-4-((4-((2-(N-methylmethylsulfonamido)phenyl)amino)pyrimidine-2-yl)amino)benzamide